NC1=C(C(=O)OC)C=CC=C1N1CC2(C1)CN(C2)C2=CC(=CC=C2)C(=O)OC Methyl 2-amino-3-(6-(3-(methoxycarbonyl)phenyl)-2,6-diazaspiro[3.3]heptan-2-yl)benzoate